C(C)(C)(C)C=1OC=C(N1)C(=O)NCC1=C(C=C(C=C1)C1=NC=NN2C1=CC(=C2)N2CCOCC2)C 2-(tert-butyl)-N-(2-methyl-4-(6-morpholinopyrrolo[2,1-f][1,2,4]triazin-4-yl)benzyl)oxazole-4-carboxamide